monoisobutyl phthalate C(C=1C(C(=O)[O-])=CC=CC1)(=O)OCC(C)C